BrCCN(C1=C(C=C(C=C1)[N+](=O)[O-])S(=O)(=O)N(C)CCN(C)C)CCBr 2-(bis(2-bromoethyl)amino)-N-(2-(dimethylamino)ethyl)-N-methyl-5-nitrobenzenesulfonamide